OC1=C(C(=C(C=C1C)C(C1=C(C=CC=C1)O)C1=C(C(=C(C(=C1)C)O)C)C)C)C bis(4-hydroxy-2,3,5-trimethylphenyl)-2-hydroxyphenyl-methane